FC1=C(C=CC(=C1OC)C(C)C)\C=C\C1=CC=CC=C1 (E)-2-fluoro-4-isopropyl-3-methoxy-1-styryl-benzene